C(C)(C)C1C(OC(=NO1)C1CNCC1)CN(C)C (6-isopropyl-3-(pyrrolidin-3-yl)-5,6-dihydro-1,4,2-dioxazin-5-yl)-N,N-dimethylmethanamine